8-hydroxy-7-iodo-5-quinolinesulfonic acid OC1=C(C=C(C=2C=CC=NC12)S(=O)(=O)O)I